BrC=1C=C(C=CC1)[C@@H](C)NC1=NC(=NC2=CC(=C(C=C12)OC)OCCCCCCCCCCCCC=1SC=C2C1CN(C2=O)C2C(NC(CC2)=O)=O)C 3-(1-(12-((4-(((R)-1-(3-Bromophenyl)ethyl)amino)-6-methoxy-2-methyl-quinazolin-7-yl)oxy)dodecyl)-4-oxo-4H-thieno[3,4-c]pyrrol-5(6H)-yl)piperidine-2,6-dione